(thien-2-yl)-2,4-diamino-1,3,5-triazine S1C(=CC=C1)C1=NC(=NC(=N1)N)N